benzyl 3-methyl-4-trimethylsilyloxy-3,6-dihydro-2H-pyridine-1-carboxylate CC1CN(CC=C1O[Si](C)(C)C)C(=O)OCC1=CC=CC=C1